ethylenebis(5,6-dihydro-4H-1,3-oxazine) C(CC=1OCCCN1)C=1OCCCN1